Methyl-4-(5-(4,4,5,5-tetramethyl-1,3,2-dioxaborolan-2-yl)benzo[d]oxazol-2-yl)picolinate COC(C1=NC=CC(=C1)C=1OC2=C(N1)C=C(C=C2)B2OC(C(O2)(C)C)(C)C)=O